NC=1N=C(C2=C(N1)C=CN(C2=O)CC2=CC=C(CNC(=O)[C@H]1NCCC1)C=C2)NCCCC (S)-N-(4-((2-amino-4-(butylamino)-5-oxopyrido[4,3-d]pyrimidin-6(5H)-yl)methyl)benzyl)pyrrolidine-2-carboxamide